O=C1N(C=CC(=C1)O[C@@H]1C(NC(CC1)=O)=O)C1CCNCC1 (S)-3-((2-oxo-1-(piperidin-4-yl)-1,2-dihydropyridin-4-yl)oxy)piperidine-2,6-dione